tert-Butyl N-tert-butoxycarbonyl-N-[4-chloro-6-(2,6-dimethylphenyl)-5-methyl-pyrimidin-2-yl]carbamate C(C)(C)(C)OC(=O)N(C(OC(C)(C)C)=O)C1=NC(=C(C(=N1)Cl)C)C1=C(C=CC=C1C)C